C(=O)(O)C(C)SC(=O)SC(C(=O)O)C (((1-carboxyethyl)thio)carbonylthio)propionic acid